P(=O)(OCC)(OCC(F)(F)F)[O-].[Cu+2].C(C)OP(=O)(OCC(F)(F)F)[O-] copper ethyl (2,2,2-trifluoroethyl) phosphate